(2S,5R)-6-(benzyloxy)-N-(N-methylsulfamoyl)-7-oxo-1,6-diazabicyclo[3.2.1]octane-2-carboximidamide C(C1=CC=CC=C1)ON1[C@@H]2CC[C@H](N(C1=O)C2)C(NS(NC)(=O)=O)=N